FC1=CC=C(CN(C=2C=CC=3C4=C(C(OC3C2)=O)CCC4)C)C=C1 7-((4-fluorobenzyl)(methyl)amino)-2,3-dihydro-cyclopenta[c]chromen-4(1H)-one